C(C)OC1=NC=C(C=N1)N1CC2(CC1)CCN(CC2)C(=O)OC(C)(C)C tert-butyl 2-(2-ethoxypyrimidin-5-yl)-2,8-diazaspiro[4.5]decane-8-carboxylate